ClC1=NN2C(N=CC(=C2[C@H](C)OC)NC2=CC=C(C=C2)[C@H](C(F)(F)F)N(C(=O)C2CCS(CC2)(=O)=O)C)=N1 N-((R)-1-(4-((2-chloro-7-((S)-1-methoxyethyl)-[1,2,4]triazolo[1,5-a]pyrimidin-6-yl)amino)phenyl)-2,2,2-trifluoroethyl)-N-methyltetrahydro-2H-thiopyran-4-carboxamide 1,1-dioxide